(3S)-3-(1,4-Dimethyl-1H-benzotriazol-5-yl)-3-(7-{[(4R)-7-ethoxy-4-ethyl-1,1-dioxido-3,4-dihydro-2H-pyrido[2,3-b][1,4,5]oxathiazepin-2-yl]methyl}-1-benzothiophen-5-yl)propanoic acid CN1N=NC2=C1C=CC(=C2C)[C@@H](CC(=O)O)C=2C=C(C1=C(C=CS1)C2)CN2S(C1=C(O[C@@H](C2)CC)N=C(C=C1)OCC)(=O)=O